5-(Isoindolin-2-ylmethyl)-N,N-dimethyl-2-((4-(methylsulfonyl)benzyl)oxy)-benzamide C1N(CC2=CC=CC=C12)CC=1C=CC(=C(C(=O)N(C)C)C1)OCC1=CC=C(C=C1)S(=O)(=O)C